Cl.N[C@H](CCN1C(CCCC1)CO)CSC1=CC=CC=C1 (1-((R)-3-amino-4-(phenylthio)butyl)piperidin-2-yl)methanol hydrochloride